FC1(CC(C1)N1C(=NC2=NC=C(C=C21)C=2C=CN1N=C(N=CC12)C1(CCC(CC1)N(C)C)N)C)F 1-(5-(1-(3,3-difluorocyclobutyl)-2-methyl-1H-imidazo[4,5-b]pyridin-6-yl)pyrrolo[2,1-f][1,2,4]triazin-2-yl)-N4,N4-dimethylcyclohexane-1,4-diamine